ClC1=CC=C(C=C1)C=1C(=NC=CC1)N 3-(p-chlorophenyl)-2-pyridinamine